(S)-(3-(((E)-2-(2-(2-chloro-3,4-dihydroxyphenyl)-2-oxoacetamido)ethylidene)amino)-5-methyl-2-oxoimidazolidin-1-yl)-7-oxo-4-thia-1-azabicyclo[3.2.0]heptane-3-carboxylate ClC1=C(C=CC(=C1O)O)C(C(=O)NC\C=N\N1C(N(C(C1)C)[C@H]1N2C(CC2SC1C(=O)[O-])=O)=O)=O